O-4-nitrobenzyl-hydroxylamine [N+](=O)([O-])C1=CC=C(CON)C=C1